FC=1C(NC=NC1C(C(F)F)(F)F)=O 5-fluoro-6-(1,1,2,2-tetrafluoroethyl)-3,4-dihydropyrimidin-4-one